C1(CC1)CNC(=O)C=1C=NN2C1N=C(C=C2)N2[C@H](CCC2)C=2C(N(C=C(C2)F)C)=O (R)-N-(cyclopropylmethyl)-5-(2-(5-fluoro-1-methyl-2-oxo-1,2-dihydropyridin-3-yl)pyrrolidin-1-yl)pyrazolo[1,5-a]pyrimidine-3-carboxamide